FC1=C(C(=C(C(=C1F)SC)F)F)CO (2,3,5,6-tetrafluoro-4-(methylthio)phenyl)methanol